C(=O)(O)C(C1=NC(=NC=C1)N(S(=O)(=O)C1CC1)[Li])OC (4-(carboxy(methoxy)methyl)pyrimidin-2-yl)(cyclopropylsulfonyl)aminolithium